NC1=C(C(=O)O)C=CC(=N1)C amino-6-methylnicotinic acid